ClC=1C=C(CN2CCC(CC2)CN2N=NC(=C2)C2=C(NC3=CC=C(C=C23)F)C(=O)OCC(C)C)C=CC1OCC(C)C Isobutyl 3-(1-((1-(3-chloro-4-isobutoxybenzyl)piperidin-4-yl)methyl)-1H-1,2,3-triazol-4-yl)-5-fluoro-1H-indol-2-carboxylat